[Br-].C(=C)N1C=[N+](C=C1)CC=C 1-vinyl-3-allylimidazolium bromide